(R)-tert-butyl (2,5-dioxo-2,3,4,5-tetrahydro-1H-benzo[b]azepin-3-yl)carbamate O=C1[C@@H](CC(C2=C(N1)C=CC=C2)=O)NC(OC(C)(C)C)=O